(R)-2-(1-(2-(1,3,4-oxadiazol-2-yl)-2-azaspiro[3.4]oct-6-yl)piperidin-4-yl)phenol O1C(=NN=C1)N1CC2(C1)C[C@@H](CC2)N2CCC(CC2)C2=C(C=CC=C2)O